CN(CCNC(C1=CC(=C(C(=C1)C)N1N=C2C(=CC1=O)NN=C2C2=CC=C(C=C2)N2CCN(CC2)C)F)=O)C N-(2-(Dimethylamino)ethyl)-3-fluoro-5-methyl-4-(3-(4-(4-methylpiperazin-1-yl)phenyl)-6-oxo-1H-pyrazolo[4,3-c]pyridazin-5(6H)-yl)benzamid